C(C)(=O)C1=C(/C=C/C(=O)O)C=CC(=C1OC)O 2-acetyl-ferulic acid